C(CCCCCCCCCCCCCCCCC)(=O)OCC(COC(CCCCCCCCCCCCCCCCC)=O)(CO)CO pentaerythritol bis-stearate